ethyl (2R)-2-({(E)-[2-chloro-5-(3,5-dimethyl-2,6-dioxo-4-sulfanylidene-1,3,5-triazinan-1-yl)-4-fluorobenzylidene] amino}oxy)propanoate ClC1=C(\C=N\O[C@@H](C(=O)OCC)C)C=C(C(=C1)F)N1C(N(C(N(C1=O)C)=S)C)=O